[N+](=O)([O-])C1=CC=C(C=C1)C(CSCCNC(OC(C)(C)C)=O)=O tert-butyl (2-((2-(4-nitrophenyl)-2-oxoethyl)thio)ethyl)carbamate